7-(6-fluoro-4-(3-hydroxypyrrolidin-1-yl)pyridin-2-yl)-5,6,7,8-tetrahydro-2,7-naphthyridine-3-carboxylic acid FC1=CC(=CC(=N1)N1CCC=2C=C(N=CC2C1)C(=O)O)N1CC(CC1)O